FC1=C(C=CC=C1)N(S(=O)(=O)C=1C=C2C(CC(OC2=CC1)C1CCOCC1)O)CC(C)C N-(2-fluorophenyl)-4-hydroxy-N-isobutyl-2-(tetrahydro-2H-pyran-4-yl)chroman-6-sulfonamide